FC1=C2C=CNC2=CC(=C1OC=1C=CC(=C(C1)C=1NC(=NN1)C(=O)C1=CC(=CC=C1)I)F)F (5-(5-((4,6-difluoro-1H-indol-5-yl)oxy)-2-fluorophenyl)-4H-1,2,4-triazol-3-yl)(3-iodophenyl)methanone